C1(CCCC1)O[C@@H](CC=1SC=C(N1)CC(=O)O)[C@H](O)C1=CC(=C(C(=C1)OC)C)OC (2-((2S,3R)-2-(cyclopentyloxy)-3-(3,5-dimethoxy-4-methylphenyl)-3-hydroxypropyl)thiazol-4-yl)acetic acid